((benzyloxy)carbonyl)-L-alanyl-L-alanine C(C1=CC=CC=C1)OC(=O)N[C@@H](C)C(=O)N[C@@H](C)C(=O)O